N=1N(N=NC1)[C@@H](C)C=1C(=C(C(=C2C=NNC12)C=1C=CC=2N(C1)C=C(N2)NC(=O)[C@H]2[C@H](C2)F)Cl)F (1S,2S)-N-(6-(7-((S)-1-(2H-tetrazol-2-yl)ethyl)-5-chloro-6-fluoro-1H-indazol-4-yl)imidazo[1,2-a]pyridin-2-yl)-2-fluorocyclopropane-1-carboxamide